3,3'-dihydroxy-4,4'-biphenyldicarboxaldehyde OC=1C=C(C=CC1C=O)C1=CC(=C(C=C1)C=O)O